NC=1C2=C(N=C(N1)[2H])C=CC(=N2)C=2C=C(C=CC2)C#C[C@]2(C(N(CC2)C)=O)O (R)-3-((3-(4-aminopyrido[3,2-d]pyrimidin-6-yl-2-d)phenyl)ethynyl)-3-hydroxy-1-methylpyrrolidin-2-one